O[C@H]1[C@@H](CNC1)CN(C(OCC1=CC=CC=C1)=O)C benzyl (((3S,4S)-4-hydroxy pyrrolidin-3-yl)methyl)(methyl)carbamate